[Br-].CN(C=1C=CC2=NC3=CC=C(C=C3[S+]=C2C1)N(C)C)C 3,7-bis(dimethylamino)phenothiazin-5-ium bromide